C(=C)C=CCCl vinyl-3-chloropropene